(R)-6-fluoro-4-methyl-N-(1-(2-methyl-3-(trifluoromethyl)phenyl)ethyl)-7-morpholinophthalazin-1-amine FC=1C=C2C(=NN=C(C2=CC1N1CCOCC1)N[C@H](C)C1=C(C(=CC=C1)C(F)(F)F)C)C